Propyl-methoxymethyl-pyrrolidine C(CC)C1N(CCC1)COC